(-)-2-{(3S*,4R*)-3-[3-(4-Fluorophenyl)ureido]-4-(4-methoxyphenyl)-2-oxopyrrolidin-1-yl}propionic Acid FC1=CC=C(C=C1)NC(N[C@@H]1C(N(C[C@H]1C1=CC=C(C=C1)OC)C(C(=O)O)C)=O)=O |o1:10,14|